C1(=CC=CC=C1)NC1COCC1 N-phenyl-tetrahydrofuran-3-amine